10,10',10''-(3'-(3-methyl-3H-imidazo[4,5-b]pyridin-2-yl)-[1,1'-biphenyl]-2,3,4-triyl)tris(5-methyl-5,10-dihydrophenazine) CN1C(=NC=2C1=NC=CC2)C=2C=C(C=CC2)C2=C(C(=C(C=C2)N2C1=CC=CC=C1N(C=1C=CC=CC21)C)N2C1=CC=CC=C1N(C=1C=CC=CC21)C)N2C1=CC=CC=C1N(C=1C=CC=CC21)C